CN1C(C(C2=CC=CC=C12)(C)C)=CC=O 2-(1,3,3-TRIMETHYLINDOLIN-2-YLIDENE)ACETALDEHYDE